C(C)OC(CC(=O)NC1=NC=C(C=C1)F)=O 3-((5-Fluoropyridin-2-yl)amino)-3-oxopropanoic acid Ethyl ester